C(C)(C)(C)C1CCC(CC1)CN1C[C@@H](C([C@@H](C1)O)O)O (3S,4R,5R)-1-(((1r,4R)-4-(tert-butyl)cyclohexyl)methyl)piperidine-3,4,5-triol